1-(2-hydroxypropyl)-4-(2-aminoethyl)piperazine OC(CN1CCN(CC1)CCN)C